Tert-butyl (S)-2-(4-fluoro-3,5-dimethylphenyl)-4-methyl-3-(5-oxo-1,5-dihydro-4H-1,2,4-triazol-4-yl)-2,4,6,7-tetrahydro-5H-pyrazolo[4,3-c]pyridine-5-carboxylate FC1=C(C=C(C=C1C)N1N=C2C([C@@H](N(CC2)C(=O)OC(C)(C)C)C)=C1N1C=NNC1=O)C